5-amino-4-hydroxy-2-(3,5-difluorophenyl)-furan-3-one NC1=C(C(C(O1)C1=CC(=CC(=C1)F)F)=O)O